6-(2,6-difluoro-4-(2-methyl-2H-indazol-4-yl)benzyl)-3-(methoxy-d3)-6,7-dihydro-5H-pyrrolo[3,4-b]pyridin-5-one-7,7-d2 FC1=C(CN2C(C3=NC=C(C=C3C2=O)OC([2H])([2H])[2H])([2H])[2H])C(=CC(=C1)C=1C2=CN(N=C2C=CC1)C)F